dimethylamino (methacrylate) C(C(=C)C)(=O)ON(C)C